FC1=CC=C(C=C1)C=1C=NC=C2C(=C(N3C(C12)=NC=N3)C(=O)NCC(=O)O)O (10-(4-Fluorophenyl)-6-hydroxy-[1,2,4]triazolo[5,1-a][2,6]naphthyridine-5-carbonyl)glycine